(benzotriazol-1-yloxy)pyrrolidine N1(N=NC2=C1C=CC=C2)ON2CCCC2